N-(trans-4-(2-(4-(4-(2,6-Dioxopiperidin-3-yl)phenyl)piperazin-1-yl)ethyl)cyclohexyl)-3-fluoro-4-(4-(4-oxo-4,5,6,7-tetrahydro-1H-pyrrolo[3,2-c]pyridin-2-yl)pyridin-2-yl)benzamide O=C1NC(CCC1C1=CC=C(C=C1)N1CCN(CC1)CC[C@@H]1CC[C@H](CC1)NC(C1=CC(=C(C=C1)C1=NC=CC(=C1)C1=CC=2C(NCCC2N1)=O)F)=O)=O